C(C)(=O)O[C@@H]1C[C@@]2([C@@H](C[C@H]3[C@@H]4CC[C@H]([C@@H](CCCC(C)C)C)[C@]4(CC[C@@H]3[C@]2(CC1)C)C)NCCCCNCCCN)O 3β-acetoxy-5α-hydroxy-6β-[4-(3-aminopropylamino)butylamino]cholestane